Cl.[C@H]12CNC[C@@H]2C1CO ((1R,5S,6r)-3-azabicyclo[3.1.0]hexane-6-yl)methanol hydrochloride